2-(methylthio)-7,9-dihydro-8H-purin-8-one CSC1=NC=C2NC(NC2=N1)=O